4-(1-methylcyclopropoxy)-1,2,5-oxadiazole-3-carboxylic acid CC1(CC1)OC=1C(=NON1)C(=O)O